Dodecanoic acid, pentyl ester C(CCCCCCCCCCC)(=O)OCCCCC